OC(CNC1=NC=C(C2=NCN(C=C21)C)C2=CC=C(C=C2)C(F)(F)F)(C)C 5-((2-hydroxy-2-methylpropyl)amino)-3-methyl-8-(4-(trifluoromethyl)phenyl)pyrido[4,3-d]pyrimidin